[Si](C)(C)(C(C)(C)C)O[C@@H]([C@H](CC1=NC2=C(N1)C=CC(=C2)C(=O)OC)OC2CCCC2)C2=CC(=C(C(=C2)OC)C)OC methyl 2-((2S,3R)-3-((tert-butyldimethylsilyl) oxy)-2-(cyclopentyloxy)-3-(3,5-dimethoxy-4-methylphenyl) propyl)-1H-benzo[d]imidazole-5-carboxylate